C(C)N1CCN(CC1)C1=CC=C(C=C1)NC=1N=CC2=C(N1)NCC2(C(C2=CC=C(C=C2)F)=O)C(=O)C2=CC=C(C=C2)F (2-((4-(4-ethylpiperazin-1-yl)phenyl)amino)-5-(4-fluorobenzoyl)-7H-pyrrolo[2,3-d]pyrimidin-5-yl)(4-fluorophenyl)methanone